N[C@H](C(=O)N1CCN(CC1)C1=CC(=CC=C1)OC(F)(F)F)CC (S)-2-amino-1-(4-(3-(trifluoromethoxy)phenyl)piperazin-1-yl)butan-1-one